OC1C(Cl)=CC(Cl)=C2C=CC=NC=12 chloroxine